CNC(=C(C)C)C(=O)O N-methyl-2,3-didehydro-L-valine